(2-(2,6-dioxopiperidin-3-yl)benzo[d]oxazol-5-yl)methyl 6,6-difluoro-2-azaspiro[3.3]heptane-2-carboxylate FC1(CC2(CN(C2)C(=O)OCC=2C=CC3=C(N=C(O3)C3C(NC(CC3)=O)=O)C2)C1)F